N[C@H](C(=O)OC(CC\C=C/CCCCC)CCCCCCCCCCCCCC)CCC(=O)OC(CC\C=C/CCCCC)CCCCCCCCCCCCCC (2S)-di((Z)-tetracos-6-en-10-yl) 2-aminopentanedioate